(1R,3S,5S)-N-(2-fluoro-5-(1-methyl-1H-1,2,4-triazol-3-yl)-4-(trifluoromethyl)phenyl)-3-methyl-1-(5-methyl-1,3,4-oxadiazol-2-yl)-8-azabicyclo[3.2.1]octane-8-carboxamide FC1=C(C=C(C(=C1)C(F)(F)F)C1=NN(C=N1)C)NC(=O)N1[C@]2(C[C@H](C[C@@H]1CC2)C)C=2OC(=NN2)C